2-Chloro-4-fluoro-3-methyl-5-nitrobenzoic acid ClC1=C(C(=O)O)C=C(C(=C1C)F)[N+](=O)[O-]